OC=1C=C(C=C(C1)O)CCCCCCC 1-(3,5-Dihydroxyphenyl)Heptane